N-ethyl-2-(6-oxo-3-(6-(3-((trifluoromethoxy)methyl)azetidin-1-yl)pyridin-3-yl)pyridazin-1(6H)-yl)acetamide C(C)NC(CN1N=C(C=CC1=O)C=1C=NC(=CC1)N1CC(C1)COC(F)(F)F)=O